CC1(CC=2N(CC1)C=CN2)C 7,7-Dimethyl-6,8-dihydro-5H-imidazo[1,2-a]pyridin